R-(-)-3-hydroxypropionic acid OCCC(=O)O